tert-butyl N-[3-(6-cyclopropaneamido-1-[[2-(trimethylsilyl)ethoxy]methyl]pyrrolo[2,3-b]pyridin-3-yl)pyridin-2-yl]-N-methylcarbamate C1(CC1)C(=O)NC1=CC=C2C(=N1)N(C=C2C=2C(=NC=CC2)N(C(OC(C)(C)C)=O)C)COCC[Si](C)(C)C